C12(CC3CC(CC(C1)C3)C2)C(=O)OCC ethyl 1-adamantaneformate